C1(=CC=C(C=C1)N1CC(=C(C2=CC=C3C(=C12)SC1=C3C=CC=C1)O)C(C(F)(F)F)=O)C1=CC=CC=C1 1-(4-biphenylyl)-4-hydroxy-3-(2,2,2-trifluoroethan-1-on-1-yl)-[1]benzothieno[3,2-h]quinolin